1-(2-hydroxyethyl)-4(1H)-pyridone OCCN1C=CC(C=C1)=O